N-(2-(3-fluoro-[1,1'-biphenyl]-4-yl)propyl)pyrimidine-5-carboxamide FC=1C=C(C=CC1C(CNC(=O)C=1C=NC=NC1)C)C1=CC=CC=C1